ethyl 1-(1-(4-chloro-3-fluorophenyl)-3,3-dimethyl-2,3-dihydro-1H-pyrrolo[3,2-b]pyridine-5-carbonyl)piperidine-4-carboxylate ClC1=C(C=C(C=C1)N1CC(C2=NC(=CC=C21)C(=O)N2CCC(CC2)C(=O)OCC)(C)C)F